2,5-dioxopyrrolidin-1-yl-2-(2,5-dioxopyrrol-1-yl)acetate O=C1N(C(CC1)=O)C(C(=O)[O-])N1C(C=CC1=O)=O